O[C@H]1[C@H](O[C@@]2([C@@H](CCO2)NC(C(C2=CC=CC=C2)(F)F)=O)[C@@H]([C@H]1N1N=NC(=C1)C1=CC(=C(C(=C1)F)F)F)O)CO N-((4R,5S,7R,8R,9S,10R)-8,10-dihydroxy-7-(hydroxymethyl)-9-(4-(3,4,5-Trifluorophenyl)-1H-1,2,3-triazol-1-yl)-1,6-dioxaspiro[4.5]decan-4-yl)-2,2-difluoro-2-phenyl-acetamide